ClC1=C(C=C(C=C1)F)C1NC(C2=C1C(=CC1=C(N(N=C21)C)C#C)C2=C(C(=O)N)C=C(C=C2C(F)(F)F)F)=O [6-(2-chloro-5-fluorophenyl)-3-ethynyl-2-methyl-8-oxo-7,8-dihydro-6H-pyrrolo[4,3-g]indazol-5-yl]-5-fluoro-3-(trifluoromethyl)benzamide